FC1=C(C=CC2=C1N(C(=N2)C2=CC=C(C=C2)S(=O)(=O)C)C)C2CCN(CC2)C2CCN(CC2)C2COC2 7-Fluoro-1-methyl-2-(4-(methylsulfonyl)phenyl)-6-(1'-(oxetan-3-yl)-[1,4'-bipiperidin]-4-yl)-1H-benzo[d]imidazol